2-Chloro-N-((1-(phenylsulfonyl)piperidin-4-yl)methyl)acetamide ClCC(=O)NCC1CCN(CC1)S(=O)(=O)C1=CC=CC=C1